3-chloro-5-cyclopropyl-pyridazine ClC=1N=NC=C(C1)C1CC1